zinc 2-methylpropane-1,2-diamine chloride [Cl-].CC(CN)(C)N.[Zn+2].[Cl-]